COC(=CC#N)OC 3,3-dimethoxyacrylonitrile